ClC=1C=C(C=C(C1)C=1N(N=C2C(N(CCC21)C(C2=C(C(=CC=C2)OC)Cl)=O)C)C)C2(CC2)C(=O)O 1-[3-chloro-5-[6-(2-chloro-3-methoxy-benzoyl)-2,7-dimethyl-5,7-dihydro-4H-pyrazolo[3,4-c]pyridine-3-yl]phenyl]cyclopropanecarboxylic acid